C(C)(C)(C)OC(=O)N1[C@H](CN(CC1)C1=CC=C(C=C1)Br)COCCC(=O)OC(C)(C)C (R)-4-(4-bromophenyl)-2-((3-(tert-butoxy)-3-oxopropoxy)methyl)piperazine-1-carboxylic acid tert-butyl ester